(1s,4s)-2'-bromo-4-(3-hydroxyanilino)spiro[cyclohexane-1,1'-indene]-4-carboxylic acid BrC=1C2(C3=CC=CC=C3C1)CCC(CC2)(C(=O)O)NC2=CC(=CC=C2)O